C(C)(C)(C)[Sn](N(C)C)(N(C)C)I t-butylbis(dimethylamino)tin iodide